(Z)-(S)-N-[2-hydroxy-3-(1-piperidinyl)-propoxy]-pyridine-1-oxide OC(CO[N@+]1(CC=CC=C1)[O-])CN1CCCCC1